(R)-5-amino-8-chloro-N-(1-(pyrimidin-2-yl)ethyl)-N-((5-(trifluoromethyl)pyridin-2-yl)methyl)imidazo[1,5-c]quinazoline-9-carboxamide NC1=NC=2C=C(C(=CC2C=2N1C=NC2)C(=O)N(CC2=NC=C(C=C2)C(F)(F)F)[C@H](C)C2=NC=CC=N2)Cl